2-{2-[amino(cyclooctyl)methyl]-4-fluoro-1H-benzoimidazol-5-yl}-2-(pyridin-4-yl)-acetic acid ethyl ester C(C)OC(C(C1=CC=NC=C1)C1=C(C2=C(NC(=N2)C(C2CCCCCCC2)N)C=C1)F)=O